O[C@@H]([C@@H]1C(N([C@@H]1C1=CC=C(C=C1)OC)C1=CC=CC=C1)=O)C1=CC2=CC=CC=C2C=C1 |o1:1,2,5| rel-3(R)-[(S)-hydroxy-(2-naphthalenyl)methyl]-4(S)-(4-methoxyphenyl)-1-phenyl-2-azetidinone